picolinium palladium [Pd+2].[NH+]1=C(C=CC=C1)C